COC1=C(C(=CC(=C1)C(F)(F)F)C)C=1C=CC=2N(N1)N=C(N2)N (2-methoxy-6-methyl-4-(trifluoromethyl)phenyl)-[1,2,4]triazolo[1,5-b]pyridazin-2-amine